N-((3R,4S)-3-((((1s,4S)-4-(1H-indazol-5-yl)cyclohexyl)oxy)methyl)-1-(pyridin-2-yl)piperidin-4-yl)-1,1,1-trifluoromethanesulfonamide N1N=CC2=CC(=CC=C12)C1CCC(CC1)OC[C@@H]1CN(CC[C@@H]1NS(=O)(=O)C(F)(F)F)C1=NC=CC=C1